5-sulfo-1,3-dimethylisophthalic acid S(=O)(=O)(O)C=1CC(CC(C(=O)O)(C1)C)(C(=O)O)C